OC1(CCN(CC1)C1=NC=NC2=C(C=CC=C12)OC)C[SH2](=O)C=N (S)-{[4-hydroxy-1-(8-methoxyquinazolin-4-yl)piperidin-4-yl]methyl}(imino)methyl-λ6-sulfanone